Naphthalene-2-Carboximidamide C1=C(C=CC2=CC=CC=C12)C(N)=N